4-[[(3,4-dimethylpyrimidino[4',5':4,5]thieno[2,3-c]pyridazin-8-yl)amino]methyl]-N-isopropyl-benzamide CC1=C(C2=C(N=N1)SC1=C2N=CN=C1NCC1=CC=C(C(=O)NC(C)C)C=C1)C